C(CCC)C=1C=CC2=C(NC(=N2)NC(=O)NCC)C1 1-(6-butyl-1H-benzo[d]imidazol-2-yl)-3-ethylurea